COCCN(C1=CC=C(C=C1)C=1C(=NC(=CN1)CCC(F)(F)F)N1CCC(CC1)C(=O)O)C 1-(3-(4-((2-methoxyethyl)(methyl)amino)phenyl)-6-(3,3,3-trifluoropropyl)pyrazin-2-yl)piperidine-4-carboxylic acid